N4-(2,3-dihydro-1H-indene-5-yl)-5-methyl-N2-(4-(4-methylpiperazine-1-yl)phenyl)pyrimidine-2,4-diamine C1CCC2=CC(=CC=C12)NC1=NC(=NC=C1C)NC1=CC=C(C=C1)N1CCN(CC1)C